1-(4-(8-chloro-6-fluoro-7-(2-fluoro-6-hydroxyphenyl)-1H-imidazo[4,5-c]quinolin-1-yl)-piperidin-1-yl)prop-2-en-1-one ClC1=CC=2C3=C(C=NC2C(=C1C1=C(C=CC=C1O)F)F)N=CN3C3CCN(CC3)C(C=C)=O